N-(6,6-difluorospiro[3.3]heptan-2-yl)-6-(1H-imidazol-1-yl)pyrazine-2-carboxamide FC1(CC2(CC(C2)NC(=O)C2=NC(=CN=C2)N2C=NC=C2)C1)F